2-(2-chloro-5-fluorophenyl)-N-((2S)-1-oxo-1-(((2S)-5,5,5-trifluoro-1-hydroxyl-(thiazol-2-yl)pentan-2-yl)amino)propan-2-yl)thiazole-5-carboxamide ClC1=C(C=C(C=C1)F)C=1SC(=CN1)C(=O)N[C@H](C(N[C@H](C(O)C=1SC=CN1)CCC(F)(F)F)=O)C